pent-4-en-1-yl-magnesium bromide C(CCC=C)[Mg]Br